[N-](C#N)C#N.C(C(C)=C)C(N1C(=O)N(C)C=2N=CNC2C1=O)CCCC methallyl-butyl-theophylline dicyanamide salt